tert-butyl (E)-(4-(3-(4-(4-(dimethylamino)but-2-enoyl)piperazin-1-yl)pyridin-4-yl)-2-methylbenzyl)carbamate CN(C/C=C/C(=O)N1CCN(CC1)C=1C=NC=CC1C1=CC(=C(CNC(OC(C)(C)C)=O)C=C1)C)C